N(=[N+]=[N-])C1CC(N(CC1)C(=O)OC(C)(C)C)(C(=O)OCC1=CC=CC=C1)CCCCB1OC(C(O1)(C)C)(C)C syn-2-Benzyl 1-(tert-butyl) 4-azido-2-[4-(4,4,5,5-tetramethyl-1,3,2-dioxaborolan-2-yl)butyl]piperidine-1,2-dicarboxylate